pentanoyl-salicylic acid C(CCCC)(=O)OC=1C(C(=O)O)=CC=CC1